CC(C)NC(C)C di(propan-2-yl)amine